O1C=CC2=C1C1=C(C=NC=C1)S2 furo[2',3':4,5]Thieno[2,3-c]Pyridine